3-(9-fluoro-2-(3,3,5,5-tetrafluoropiperidine-1-carbonyl)-1,2,3,4-tetrahydro-[1,4]diazepino[6,7,1-hi]indol-7-yl)-4-(imidazo[1,2-a]pyridin-3-yl)-1H-pyrrole FC=1C=C2C(=CN3C2=C(C1)CN(CC3)C(=O)N3CC(CC(C3)(F)F)(F)F)C3=CNC=C3C3=CN=C1N3C=CC=C1